3-(furan-3-yl)-N-methylpropan-2-enamide hydrochloride Cl.O1C=C(C=C1)C=CC(=O)NC